13,13'-(1,3-phenylene)bis(2,5,8,11-tetraoxatetradecan-13-ol) C1(=CC(=CC=C1)C(COCCOCCOCCOC)(C)O)C(COCCOCCOCCOC)(C)O